ClC1=NN2C(N=CC3=C2[C@@](CN3C(=O)NC3=NOC(=C3)C(F)F)(C(F)(F)F)C)=C1 (R)-2-chloro-N-(5-(difluoromethyl)isoxazol-3-yl)-8-methyl-8-(trifluoromethyl)-7,8-dihydro-6H-pyrazolo[1,5-a]pyrrolo[2,3-e]pyrimidine-6-carboxamide